C(C1=CC=CC=C1)OC(=O)N(C(C(=O)OCOP(=O)(OC(C)(C)C)OC(C)(C)C)(C)C)C di-tert-butoxyphosphoryloxymethyl 2-[benzyloxycarbonyl(methyl)amino]-2-methyl-propanoate